tert-butyl (3S)-3-methyl-4-[(3-methyl-2-pyridyl)methyl]piperazine-1-carboxylate C[C@H]1CN(CCN1CC1=NC=CC=C1C)C(=O)OC(C)(C)C